(S)- and (R)-3-(2-((4-cyanophenethyl)amino)-2-phenylacetyl)-N,N-diethyl-1H-indole-6-carboxamide C(#N)C1=CC=C(CCN[C@H](C(=O)C2=CNC3=CC(=CC=C23)C(=O)N(CC)CC)C2=CC=CC=C2)C=C1 |r|